1-(4-amino-4-methylpiperidin-1-yl)-2-hydroxy-2-methylpropan-1-one hydrochloride Cl.NC1(CCN(CC1)C(C(C)(C)O)=O)C